3-(5-oxotetrahydrofuran-2-yl)propanoate O=C1CCC(O1)CCC(=O)[O-]